(E)-(2-chlorophenyl)(2-(2-chloropyridin-3-yl)vinyl)(imino)-lambda6-sulfanone ClC1=C(C=CC=C1)S(=O)(=N)\C=C\C=1C(=NC=CC1)Cl